N-hexyl-phenothiazinal C(CCCCC)N1C2=CC=CC=C2SC=2C=CC=C(C12)C=O